OC(CN1CC2=C(CC1)N(C(=N2)C(=O)N)C)(C)C 5-(2-hydroxy-2-methylpropyl)-1-methyl-4,5,6,7-tetrahydro-1H-imidazo[4,5-c]pyridine-2-carboxamide